(rac)-cis-3-fluoro-2,2,6,6-tetramethylpiperidin-4-ol F[C@@H]1C(NC(C[C@@H]1O)(C)C)(C)C |r|